(S)-8-(2-amino-6-((R)-2,2,2-trifluoro-1-(2-(3-methyl-1H-pyrazol-1-yl)-5-propylphenyl)ethoxy)pyrimidin-4-yl)-2,8-diazaspiro[4.5]decane-3-carboxylic acid NC1=NC(=CC(=N1)N1CCC2(C[C@H](NC2)C(=O)O)CC1)O[C@@H](C(F)(F)F)C1=C(C=CC(=C1)CCC)N1N=C(C=C1)C